COC1=CC=C(CN2C([C@](CC2)(C=C)C=2OC(=NN2)C=2C(=NN(C2)C(F)(F)F)NC2=CC=C(C=C2)C(F)(F)F)=O)C=C1 (R)-1-(4-methoxybenzyl)-3-(5-(1-(trifluoromethyl)-3-((4-(trifluoromethyl)phenyl)amino)-1H-pyrazol-4-yl)-1,3,4-oxadiazol-2-yl)-3-vinylpyrrolidin-2-one